BrC1=NN(C(=C1)C(=O)N(C)C1=C(C=C(C=C1C(N(C(C)(C)C)C)=O)Cl)Br)C1=NC=CC=C1Cl 3-bromo-1-(3-chloropyridin-2-yl)-N-(2-bromo-4-chloro-6-(methyl-tert-butylcarbamoyl)phenyl)-N-methyl-1H-pyrazole-5-carboxamide